CCCCCCCCC=C Decene